C(C)(C)C1=C(CC=2C(=NC(=NC2)N)NCC(F)(F)F)C=C(C(=C1)OC)OC 5-(2-Isopropyl-4,5-dimethoxy-benzyl)-N*4*-(2,2,2-trifluoro-ethyl)-pyrimidine-2,4-diamine